4-({5-[(4-chloro-2-fluorophenyl)methyl]-4-methylpyridin-3-yl}methyl)-3-fluoropyridin-2-amine ClC1=CC(=C(C=C1)CC=1C(=C(C=NC1)CC1=C(C(=NC=C1)N)F)C)F